C(C)[O-] ethanolate